N-acetoxy-1-[4-(2-hydroxyethyloxy)phenylsulfanylphenyl]Propane-1-one-2-imine C(C)(=O)ON=C(C(=O)C1=C(C=CC=C1)SC1=CC=C(C=C1)OCCO)C